CC1=CNC2=NC=C(C=C21)C2=CC(=C1CCN(CC1=C2)C(=O)[C@@H]2COCC2)[C@H]2NCCC2 (7-(3-methyl-1H-pyrrolo[2,3-b]pyridin-5-yl)-5-((S)-pyrrolidin-2-yl)-3,4-dihydroisoquinolin-2(1H)-yl)((S)-tetrahydrofuran-3-yl)methanone